C(NC(=O)N)(=O)O.C(=O)O.NC(=O)N urea formate (Allophanate)